CN(C1=CC=C(C=N1)C1=CC(=C(C=C1)C=1SC2=C(N1)C=CC(=C2)N(C(OC(C)(C)C)=O)CCOCCI)C(F)(F)F)C tert-butyl N-[2-[4-[6-(dimethylamino)pyridin-3-yl]-2-(trifluoromethyl)phenyl]-1,3-benzothiazol-6-yl]-N-[2-(2-iodanylethoxy)ethyl]carbamate